The molecule is the bitartrate salt of pentolinium. It has a role as an antihypertensive agent. It contains a pentolinium ion. C[N+]1(CCCC1)CCCCC[N+]2(CCCC2)C.[C@@H]([C@H](C(=O)[O-])O)(C(=O)O)O.[C@@H]([C@H](C(=O)[O-])O)(C(=O)O)O